C(C)(C)(C)OC(=O)N1CC(N(CC1)C(C(C)SC)=O)C(=O)O 4-(tert-butoxycarbonyl)-1-(2-(methylthio)propanoyl)piperazine-2-carboxylic acid